CC=1NC=C(C1C(=O)OC)C methyl 2,4-dimethyl-1H-pyrrole-3-carboxylate